[NH4+].C(CCCCC)N1CCCCC1 hexyl-piperidine ammonium salt